N-[(1S)-2-[4-(3,5-dimethyl-1H-pyrazol-4-yl)anilino]-1-[(1R)-6-(6-isopropylpyrimidin-4-yl)indan-1-yl]-2-oxo-ethyl]-1-fluoro-cyclopropanecarboxamide CC1=NNC(=C1C1=CC=C(NC([C@H]([C@@H]2CCC3=CC=C(C=C23)C2=NC=NC(=C2)C(C)C)NC(=O)C2(CC2)F)=O)C=C1)C